4-(4-(2,4-difluorophenyl)piperazin-1-yl)-6,7-dihydro-5H-pyrrolo[3,4-d]pyrimidine FC1=C(C=CC(=C1)F)N1CCN(CC1)C=1C2=C(N=CN1)CNC2